O[C@@H]1C[C@H](C1)N1C2=NC(=NC=C2N(C1=O)C)SC 9-(trans-3-hydroxycyclobutyl)-7-methyl-2-(methylthio)-7,9-dihydro-8H-purin-8-one